(6-methoxypyridin-3-yl)-N-phenethyl-1H-imidazole-1-carboxamide COC1=CC=C(C=N1)C=1N(C=CN1)C(=O)NCCC1=CC=CC=C1